ClC1=CC=C(C=C1)[C@H](CC1=NOC(=N1)CN1C(N(C(=CC1=O)C(F)(F)F)C)=O)O 3-({3-[(2S)-2-(4-chlorophenyl)-2-hydroxyethyl]-1,2,4-oxadiazol-5-yl}methyl)-1-methyl-6-(trifluoromethyl)-1,2,3,4-tetrahydropyrimidine-2,4-dione